N-[3-(2-chloropyrimidin-4-yl)-1H-indol-7-yl]-2-(4-methylpiperazin-1-yl)butyramide ClC1=NC=CC(=N1)C1=CNC2=C(C=CC=C12)NC(C(CC)N1CCN(CC1)C)=O